N-(cyclobutyl(3-(1-methyl-1H-pyrazol-4-yl)pyridin-2-yl)methyl)-2-methylpropane-2-sulfinamide C1(CCC1)C(NS(=O)C(C)(C)C)C1=NC=CC=C1C=1C=NN(C1)C